N1-((S)-1-(((S)-4-chloro-3-oxo-1-(1-trityl-1H-imidazol-5-yl)butan-2-yl)amino)-4-methyl-1-oxopentan-2-yl)-N2-(2-fluorophenyl)oxalamide ClCC([C@H](CC1=CN=CN1C(C1=CC=CC=C1)(C1=CC=CC=C1)C1=CC=CC=C1)NC([C@H](CC(C)C)NC(C(=O)NC1=C(C=CC=C1)F)=O)=O)=O